N-[(2S)-5-[[(1R,2S)-2-(4-Fluorophenyl)cyclopropyl]amino]-1-(4-methylpiperazin-1-yl)-1-oxopentan-2-yl]-4-(1H-1,2,3,4-tetrazol-1-yl)benzamide FC1=CC=C(C=C1)[C@H]1[C@@H](C1)NCCC[C@@H](C(=O)N1CCN(CC1)C)NC(C1=CC=C(C=C1)N1N=NN=C1)=O